(S)-1-(2-cyclobutylideneethyl)-N-(1,1-dicyclopropyl-3-((5-(3,5-dimethyl-1H-pyrazol-4-yl)-6-fluoropyridin-2-yl)amino)-3-oxopropan-2-yl)-1H-pyrazole-5-carboxamide C1(CCC1)=CCN1N=CC=C1C(=O)N[C@@H](C(C1CC1)C1CC1)C(=O)NC1=NC(=C(C=C1)C=1C(=NNC1C)C)F